C(C)OC(=O)C1=CC(C(C1)C1=CC2=CC=C(C=C2C=C1)C1=CC(=C(C=C1)OC)C12CC3CC(CC(C1)C3)C2)(C#N)C#N 3,3-dicyano-4-(6-(3-(1-adamantyl)-4-methoxyphenyl)-2-naphthyl)-cyclopent-1-ene-1-carboxylic acid ethyl ester